5-(2-(3-(cyclobutylmethoxy)-5-(trifluoromethyl)phenylamino)-5-methylpyrimidin-4-ylamino)benzo[d]oxazol-2(3H)-one C1(CCC1)COC=1C=C(C=C(C1)C(F)(F)F)NC1=NC=C(C(=N1)NC=1C=CC2=C(NC(O2)=O)C1)C